4-Nitro-1-(Oxetan-3-yl)-1H-pyrazole [N+](=O)([O-])C=1C=NN(C1)C1COC1